(S)-2-amino-3-(4-(2'-oxospiro[cyclopropane-1,3'-indoline]-1'-yl)phenyl)propanoic acid methyl ester COC([C@H](CC1=CC=C(C=C1)N1C(C2(C3=CC=CC=C13)CC2)=O)N)=O